(5-(trifluoromethyl)-3-azabicyclo[3.1.0]hexane-1-yl)methanol FC(C12CNCC2(C1)CO)(F)F